C1(CC1)[C@@H](NC(=O)[C@@H]1N(CCCC1)C(C1=CC(=CC=C1)S(=O)(=O)C)=O)C1=C(C=C(C=C1)C(F)(F)F)F (2R)-N-((R)-cyclopropyl(2-fluoro-4-(trifluoromethyl)phenyl)methyl)-1-(3-(methylsulfonyl)benzoyl)-2-piperidinecarboxamide